(4-nitrophenoxy)-3,6,9,12-tetraoxatetradecan-1-ol [N+](=O)([O-])C1=CC=C(OC(COCCOCCOCCOCC)O)C=C1